FC1=C(C=C(C=C1)C1(CC1)N)C(F)(F)F 1-(4-fluoro-3-(trifluoromethyl)phenyl)cyclopropan-1-amine